4-amino-N-cyclobutyl-7-fluoro-1-methyl-N-((5-(trifluoromethyl)-2-pyridinyl)methyl)-1H-pyrazolo[4,3-c]quinoline-8-carboxamide NC1=NC=2C=C(C(=CC2C2=C1C=NN2C)C(=O)N(CC2=NC=C(C=C2)C(F)(F)F)C2CCC2)F